3-(3-chloro-4-hydroxy-5-methylphenyl)-1,2,4-oxadiazole-5-carboxylic acid ethyl ester C(C)OC(=O)C1=NC(=NO1)C1=CC(=C(C(=C1)C)O)Cl